[(3aS,4R,6aR)-4-[(6-bromo-3-pyridazinyl)oxy]hexahydrocyclopenta[c]pyrrol-2(1H)-yl][2-(3-pyridinyl)-2H-thieno[3,2-c]pyrazol-5-yl]methanone BrC1=CC=C(N=N1)O[C@@H]1CC[C@H]2CN(C[C@H]21)C(=O)C2=CC1=NN(C=C1S2)C=2C=NC=CC2